4,4'-dimethoxy-2,2'-bipyridyl COC1=CC(=NC=C1)C1=NC=CC(=C1)OC